(R)-ethyl 1-(2-fluoro-4-(5-(2-(pyridin-2-yl)acetamido)-1,3,4-thiadiazol-2-yl)butyl)-1H-1,2,3-triazole-4-carboxylate F[C@@H](CN1N=NC(=C1)C(=O)OCC)CCC=1SC(=NN1)NC(CC1=NC=CC=C1)=O